CC(C(C)O)C1=CC=C(C=C1)C=C methyl-1-(4-vinylphenyl)propan-2-ol